ClC1=CC(=C(N=N1)CO)OCC=1N=C2N(C=C(C=C2N2C(N(C(C2)=O)C)=O)C2CC2)C1 1-(2-(((6-chloro-3-(hydroxymethyl)pyridazin-4-yl)oxy)methyl)-6-cyclopropylimidazo[1,2-a]pyridin-8-yl)-3-methylimidazolidine-2,4-dione